Methyl 3-[3,5-dichloro-4-[3-(2-hydroxyethoxy)propoxy]phenyl]propanoate ClC=1C=C(C=C(C1OCCCOCCO)Cl)CCC(=O)OC